(±)-2-Amino-1,2,3,4-tetrahydro-2-naphthoic acid N[C@]1(CC2=CC=CC=C2CC1)C(=O)O |r|